C1(=CC=CC=C1)N1NC(=CC1C1=CC=C(C=C1)C(C)(C)C)C=CC1=CC=C(C=C1)C(C)(C)C 1-phenyl-3-(4-tert-butyl-styryl)-5-(4-tert-butylphenyl)-pyrazoline